2-(Cyclopropylmethyl)-N-(3-fluoro-5-{[(1S,2S)-2-hydroxycyclohexyl]carbamoyl}-2-methylphenyl)-1,3-thiazole-5-carboxamide C1(CC1)CC=1SC(=CN1)C(=O)NC1=C(C(=CC(=C1)C(N[C@@H]1[C@H](CCCC1)O)=O)F)C